NC1=C(C(=O)N2CCC(CC2)N2C(NC3=NC(=C(C=C32)C3CCOCC3)C)=O)C=CC(=C1)OC(F)(F)F 1-[1-[2-amino-4-(trifluoromethoxy)benzoyl]-4-piperidyl]-5-methyl-6-tetrahydropyran-4-yl-3H-imidazo[4,5-b]pyridin-2-one